N-(4-(7-(2-Cyano-3-methylbut-2-enamido)-1-methyl-1H-indol-3-yl)pyridin-2-yl)cyclopropancarboxamid C(#N)C(C(=O)NC=1C=CC=C2C(=CN(C12)C)C1=CC(=NC=C1)NC(=O)C1CC1)=C(C)C